BrC=1C=C2C(C(N(C2=CC1C(=O)OC)C)=O)(C)C methyl 5-bromo-1,3,3-trimethyl-2-oxoindoline-6-carboxylate